4-(diphenylamino)anthracene-1,2-dione C1(=CC=CC=C1)N(C1=CC(C(C2=CC3=CC=CC=C3C=C12)=O)=O)C1=CC=CC=C1